methyl (S)-piperidine-3-carboxylate N1C[C@H](CCC1)C(=O)OC